9,9',9''-(5-phenyl-4-(4-(pyridin-4-yl)phenyl)pyridine-2,3,6-triyl)tris(3,6-diphenyl-9H-carbazole) C1(=CC=CC=C1)C=1C(=C(C(=NC1N1C2=CC=C(C=C2C=2C=C(C=CC12)C1=CC=CC=C1)C1=CC=CC=C1)N1C2=CC=C(C=C2C=2C=C(C=CC12)C1=CC=CC=C1)C1=CC=CC=C1)N1C2=CC=C(C=C2C=2C=C(C=CC12)C1=CC=CC=C1)C1=CC=CC=C1)C1=CC=C(C=C1)C1=CC=NC=C1